ClC1=CC=C(C=C1)NC(=O)NC=1SC(=CC1)C1=CC(=CC=C1)N(C)C 1-(4-Chlorophenyl)-3-{5-[3-(dimethylamino)phenyl]thiophen-2-yl}urea